2-(1-methyl-1H-pyrazol-3-yl)acetic acid methyl ester COC(CC1=NN(C=C1)C)=O